6-amino-5-(2-chloroacetyl)-3-ethyl-1-[(4-fluorophenyl)methyl]pyrimidine-2,4-dione NC1=C(C(N(C(N1CC1=CC=C(C=C1)F)=O)CC)=O)C(CCl)=O